(R)-4-(dideutero(5,6-dihydro-4H-pyrrolo[1,2-b]pyrazol-3-yl)methyl)-1-methyl-N-(1-methylcyclopropyl)-5-oxo-1,2,4,5-tetrahydroimidazo[1,2-a]quinazoline-7-sulfonamide [2H]C(N1C=2N(C3=CC=C(C=C3C1=O)S(=O)(=O)NC1(CC1)C)[C@@H](CN2)C)(C2=C1N(N=C2)CCC1)[2H]